decenedicarboxylic acid C(=CCCCCCCCC)(C(=O)O)C(=O)O